4-methyl-2,2-dioxo-oxathiazolidine-3-carboxylate CC1N(S(OC1)(=O)=O)C(=O)[O-]